FC=1C=C2C=C(C=NC2=CC1F)NC1=NC(=NC=C1)NC=1C=CC2=C(N(CCO2)C(CN(C)C)=O)C1 1-{6-[4-(6,7-difluoro-3-quinolylamino)-2-pyrimidinylamino]-3,4-dihydro-2H-1,4-benzoxazin-4-yl}-2-(dimethylamino)-1-ethanone